benzyl 4-(5-bromopyridin-2-yl)-2,3-dihydroindole-1-carboxylate BrC=1C=CC(=NC1)C1=C2CCN(C2=CC=C1)C(=O)OCC1=CC=CC=C1